diethyl-aluminum chloride C(C)[Al](CC)Cl